O[C@@H]1[C@H]2[C@@H]([C@@H]([C@@H](C1)O2)C(=O)NC2=CC(=CC=C2)C(F)(F)F)C2=CC=NC=C2 |r| rac-(1R,2S,3S,4R,5S)-5-hydroxy-3-(pyridin-4-yl)-N-(3-(trifluoromethyl)benzeneYl)-7-oxabicyclo[2.2.1]Heptane-2-carboxamide